2-[rel-(3R,5S)-3,5-dimethylpiperazin-1-yl]-7-(trifluoromethyl)imidazo[2,1-f][1,2,4]triazin-4-amine C[C@@H]1CN(C[C@@H](N1)C)C1=NN2C(C(=N1)N)=NC=C2C(F)(F)F |o1:1,5|